(S)-5-(3-Cyanophenyl)-N-((1-cyanopyrrolidin-3-yl)methyl)-1,3,4-oxadiazol-2-carboxamid C(#N)C=1C=C(C=CC1)C1=NN=C(O1)C(=O)NC[C@H]1CN(CC1)C#N